2,4-difluorobenzyl chloride FC1=C(CCl)C=CC(=C1)F